F[C@@H]1C[C@H](N(C1)C(CC1=NN(C2=CC=CC=C12)C)=O)C(=O)N[C@@H](C1=CC=CC=C1)C1=NC(=C(C=C1)C1(CC1)C)F (2S,4R)-4-fluoro-N-[(S)-[6-fluoro-5-(1-methylcyclopropyl)pyridin-2-yl](phenyl)methyl]-1-[2-(1-methyl-1H-indazol-3-yl)acetyl]pyrrolidine-2-carboxamide